(2R,3R,3aR,11aS)-2-hydroxy-3-[(1E,3ξ,4S)-3-hydroxy-4-methyl-1-octen-1-yl]-1,2,3,3a,4,5,6,11a-octahydrobenzo[b]cyclopenta[g]oxocine-9-carboxylic acid O[C@@H]1C[C@H]2[C@H](CCCC3=C(O2)C=C(C=C3)C(=O)O)[C@H]1\C=C\C([C@H](CCCC)C)O